((1S,5S)-2-(methyl-d3)-2,6-diazabicyclo[3.2.0]heptan-6-yl)quinazolin C(N1[C@H]2CN([C@H]2CC1)C1=NC2=CC=CC=C2C=N1)([2H])([2H])[2H]